C(C)(C)(C)C1=CC=C(C=N1)C1=NN=C(C2=CC=CC=C12)NC1CN(CCC1)C 4-(6-(tert-butyl)pyridin-3-yl)-N-(1-methylpiperidin-3-yl)phthalazin-1-amine